imidazole chloride iron [Fe+2].[Cl-].N1C=NC=C1.[Cl-]